(2-(3-chloro-2-hydroxyphenyl)-6a-ethyl-5,6,6a,7,9,10-hexahydro-8H-pyrazino-[1',2':4,5]pyrazino[2,3-c]pyridazin-8-yl)((2R,5S)-2,5-dimethylpiperazin-1-yl)methanone ClC=1C(=C(C=CC1)C=1C=C2C(=NN1)NCC1(N2CCN(C1)C(=O)N1[C@@H](CN[C@H](C1)C)C)CC)O